tert-butyl (S)-4-(4-(2-(2,6-dioxopiperidin-3-yl)-1-oxoisoindolin-5-yl)piperazin-1-carbonyl)piperidine-1-carboxylate O=C1NC(CC[C@@H]1N1C(C2=CC=C(C=C2C1)N1CCN(CC1)C(=O)C1CCN(CC1)C(=O)OC(C)(C)C)=O)=O